O1C=2N(C=C1)C=CN2 Imidazo[2,1-b]oxazole